N-[3-chloro-4-[4-[3-(dimethylamino)propanoylamino]piperidine-1-carbonyl]phenyl]-5-(2,3-difluoro-4-methoxy-phenyl)-1-methyl-imidazole-2-carboxamide ClC=1C=C(C=CC1C(=O)N1CCC(CC1)NC(CCN(C)C)=O)NC(=O)C=1N(C(=CN1)C1=C(C(=C(C=C1)OC)F)F)C